(R)-N-(6-(1-cyanospiro[2.2]pentan-1-yl)isoquinolin-3-yl)-2-(3-(2-hydroxypropan-2-yl)phenyl)acetamide C(#N)[C@@]1(CC12CC2)C=2C=C1C=C(N=CC1=CC2)NC(CC2=CC(=CC=C2)C(C)(C)O)=O